trans-3-(N-phenylamino)-2-(4-tert-butylphenyl)-1,1-difluorocyclopentane C1(=CC=CC=C1)N[C@H]1[C@@H](C(CC1)(F)F)C1=CC=C(C=C1)C(C)(C)C